1-(4-{4-[2-(3,3-difluoropyrrolidin-1-yl)acetamido]-1H-1,2,3-triazol-1-yl}butyl)-N-[(6-methylpyridin-3-yl)methyl]-1H-1,2,3-triazole-4-carboxamide FC1(CN(CC1)CC(=O)NC=1N=NN(C1)CCCCN1N=NC(=C1)C(=O)NCC=1C=NC(=CC1)C)F